CC=1C=C2C(=NC1)COC21CCN(CC1)C(=O)OC(C)(C)C Tert-Butyl 3-methyl-7H-spiro[furo[3,4-b]pyridine-5,4'-piperidine]-1'-carboxylate